N,2-dimethoxy-N-[[4-[5-(trifluoromethyl)-1,2,4-oxadiazol-3-yl]phenyl]methyl]propan-amide CON(C(C(C)OC)=O)CC1=CC=C(C=C1)C1=NOC(=N1)C(F)(F)F